2-(methoxymethyl)-2-methyl-2,3-dihydropyrazolo[5,1-b]oxazole-7-sulfonimidamide COCC1(CN2C(O1)=C(C=N2)S(=O)(N)=N)C